N[C@H](C(=O)N1[C@H](C[C@H](C1)O)C(=O)NCC1=C(C=C(C=C1)C1=C(N=CS1)C)O)C(C)(C)C (2r,4r)-1-((S)-2-amino-3,3-dimethylbutyryl)-4-hydroxy-N-(2-hydroxy-4-(4-methylthiazol-5-yl)benzyl)pyrrolidine-2-carboxamide